tert-butyl (E)-3-hydroxy-3-(4-(trifluoromethyl)styryl)pyrrolidine-1-carboxylate OC1(CN(CC1)C(=O)OC(C)(C)C)\C=C\C1=CC=C(C=C1)C(F)(F)F